7-{1-[1-(2,5-difluorophenyl)-1H-1,2,3-triazol-4-yl]propyl}-5-iodo-7H-pyrrolo[2,3-d]pyrimidin-4-amine FC1=C(C=C(C=C1)F)N1N=NC(=C1)C(CC)N1C=C(C2=C1N=CN=C2N)I